4'-carboxy-(1,1'-biphenyl) C(=O)(O)C1=CC=C(C=C1)C1=CC=CC=C1